FC1=CC=C(C=C1)S(=O)(=O)N[C@@H](C(=O)NC1=C(SC(=C1)S(=O)(=O)N1CCSCC1)C)C (2R)-2-(4-Fluorobenzenesulfonamido)-N-[2-methyl-5-(thiomorpholine-4-sulfonyl)thiophen-3-yl]propanamide